((2S,4R,5R)-4-acetoxy-5-(2-amino-6,8-dioxo-1,6,7,8-tetrahydro-9H-purin-9-yl) tetrahydrofuran-2-yl)methyl acetate C(C)(=O)OC[C@H]1O[C@H]([C@@H](C1)OC(C)=O)N1C=2N=C(NC(C2NC1=O)=O)N